ClC1=CC=C(C=C1)CN1N(C2=C(CN(CC2)C(=O)OC(C)(C)C)C1=O)C tert-butyl 2-[(4-chlorophenyl) methyl]-1-methyl-3-oxo-6,7-dihydro-4H-pyrazolo[4,3-c]pyridine-5-carboxylate